(3'S,5S,7'R)-12'-(Benzyloxy)-3-methoxy-3'-methyl-1',11'-dioxo-1',4',5',11'-tetrahydro-3'H,4H,7'H-spiro[isoxazole-5,6'-[2,7]methanopyrido[1,2-a][1,4]diazonine]-10'-carboxylic acid C(C1=CC=CC=C1)OC=1C(C(=CN2C1C(N1[C@H](CC[C@@]3([C@H]2C1)CC(=NO3)OC)C)=O)C(=O)O)=O